N-(3,5-Di-tert-butylbenzyl)-N-(1-hydroxy-2-naphthyl)pentanamide C(C)(C)(C)C=1C=C(CN(C(CCCC)=O)C2=C(C3=CC=CC=C3C=C2)O)C=C(C1)C(C)(C)C